(R)-5-amino-N-(7-bromoisochroman-4-yl)-N-methyl-6,8-dihydro-1H-furo[3,4-d]pyrrolo[3,2-b]pyridine-2-carboxamide NC1=C2C(=C3C(=N1)C=C(N3)C(=O)N(C)[C@H]3COCC1=CC(=CC=C31)Br)COC2